(R)-(1-(2-(benzyloxy)-4-fluorophenyl)-2-bromoethoxy)triethylsilane C(C1=CC=CC=C1)OC1=C(C=CC(=C1)F)[C@H](CBr)O[Si](CC)(CC)CC